O=C1[C@H]2[C@@H]3CC[C@H]([C@@H](CCC(=O)OC)C)[C@]3(CC[C@@H]2[C@]2(CCC=C[C@H]2C1)C)C methyl 7-oxo-5β-chola-3-enoate